N1=CN=CC(=C1)CN1CC2=C(CC1)C(=CS2)C(=O)NC2=CC(=CC=C2)C(F)(F)F 6-(pyrimidin-5-ylmethyl)-N-(3-(trifluoromethyl)phenyl)-4,5,6,7-tetrahydrothieno[2,3-c]pyridine-3-carboxamide